ClC=1C=C2C(C(=CNC2=CC1N1[C@H](CCC1)COC1=NC=CC=C1Cl)C(=O)O)=O (R)-6-chloro-7-(2-(((3-chloropyridin-2-yl)oxy)methyl)pyrrolidin-1-yl)-4-oxo-1,4-dihydroquinoline-3-carboxylic acid